ClC1=C(C=C2C(=C(N(C2=C1F)C)C1=NC(=NN1)[C@@H](COC)N(C)C)C=1C=NNC1)OC (S)-1-(5-(6-chloro-7-fluoro-5-methoxy-1-methyl-3-(1H-pyrazol-4-yl)-1H-indol-2-yl)-1H-1,2,4-triazol-3-yl)-2-methoxy-N,N-dimethylethan-1-amine